1-(3-((tert-Butoxycarbonyl)amino)propyl)-2-methyl-1H-pyrazol-2-ium iodide [I-].C(C)(C)(C)OC(=O)NCCCN1[N+](=CC=C1)C